2,2'-[(9-benzyl-1,5,9-triazacyclododecane-1,5-diyl)bis(methylene)]bis[6-(aminomethyl)-4-methylphenol] C(C1=CC=CC=C1)N1CCCN(CCCN(CCC1)CC1=C(C(=CC(=C1)C)CN)O)CC1=C(C(=CC(=C1)C)CN)O